3-(2-(diethylamino) ethyl-d4)-1H-indol-4-yl (9Z,12Z)-octadeca-9,12-dienoate C(CCCCCCC\C=C/C\C=C/CCCCC)(=O)OC1=C2C(=CNC2=CC=C1)C(C(N(CC)CC)([2H])[2H])([2H])[2H]